BrC=1C=CC(=NC1)NCC(=O)OC(C)(C)C tert-Butyl (5-bromopyridin-2-yl)glycinate